4-(7-methoxy-3-quinolylamino)-2-{p-[(1r,3r)-3-piperidinocyclobutoxy]phenyl-amino}pyrimidine COC1=CC=C2C=C(C=NC2=C1)NC1=NC(=NC=C1)NC1=CC=C(C=C1)OC1CC(C1)N1CCCCC1